6-bromo-4-fluoro-2-methyl-benzotriazole BrC=1C=C(C=2C(=NN(N2)C)C1)F